ClC1=CC=C(C=C1)C=1C=C2CCC3(C(C2=CC1)NC(O[C@@H]1CN2CCC1CC2)=O)CC3 (S)-quinuclidin-3-yl (6'-(4-chlorophenyl)-3',4'-dihydro-1'H-spiro[cyclopropane-1,2'-naphthalen]-1'-yl)carbamate